2-fluoro-N-(5-fluoro-2-methyl-4-(1,2,3,6-tetrahydropyridin-4-yl)phenyl)-4-(1,2,3,6-tetrahydropyridin-4-yl)benzamide FC1=C(C(=O)NC2=C(C=C(C(=C2)F)C=2CCNCC2)C)C=CC(=C1)C=1CCNCC1